4-amino-2-butoxy-8-({3-[(pyrrolidin-1-yl)methyl]phenyl}methyl)-7,8-dihydropteridin-6(5H)-one NC1=NC(=NC=2N(CC(NC12)=O)CC1=CC(=CC=C1)CN1CCCC1)OCCCC